ClC1=C(C=CC(=C1)CCN1CCCC1)C=1N(C2=NC=NC(=C2N1)OC1(CC1)C)CC1=NC=CC(=C1)C 8-(2-chloro-4-(2-(pyrrolidin-1-yl)ethyl)phenyl)-6-(1-methylcyclopropoxy)-9-((4-methylpyridin-2-yl)methyl)-9H-purine